[1-[[3-oxo-3-[4-[5-(trifluoromethyl)pyrimidin-2-yl]piperazin-1-yl]propyl]amino]ethyl]-5-(trifluoromethyl)-1H-pyridazin-6-one O=C(CCNC(C)N1N=CC=C(C1=O)C(F)(F)F)N1CCN(CC1)C1=NC=C(C=N1)C(F)(F)F